1-(2-Allyl-4-fluorophenyl)-3-(2-allyl-6-methoxypyridin-3-yl)-7-(trifluoromethyl)-2,3-dihydroquinazolin-4(1H)-one C(C=C)C1=C(C=CC(=C1)F)N1CN(C(C2=CC=C(C=C12)C(F)(F)F)=O)C=1C(=NC(=CC1)OC)CC=C